FC(C=1N=C2N(N=C(C=C2[C@@H]2[C@H](C2)C(F)F)C=2C(=NC(=NC2)OC)OC)C1)F 2-(difluoromethyl)-8-((1S,2S)-2-(difluoromethyl)cyclopropyl)-6-(2,4-dimethoxypyrimidin-5-yl)imidazo[1,2-b]pyridazine